C(C1=CC=CC=C1)NC(N(C1=NC=C(C=C1)C=1C=NN(C1)C)[C@@H]1CC[C@H](CC1)NC1=NC=C(C(=N1)C=1C=C2C(=NC1)NN=C2)C#N)=O 3-benzyl-1-(trans-4-((5-cyano-4-(1H-pyrazolo[3,4-b]pyridin-5-yl)pyrimidin-2-yl)amino)cyclohexyl)-1-(5-(1-methyl-1H-pyrazol-4-yl)pyridin-2-yl)urea